OC1=C(C=CC(=C1)C(F)(F)F)C1=C(C=C(N=N1)N[C@H]1CN(CCC1)CCC(=O)N1CCC(CC1)O)C 3-[(3R)-3-({6-[2-Hydroxy-4-(trifluoromethyl)phenyl]-5-methylpyridazin-3-yl}amino)piperidin-1-yl]-1-(4-hydroxypiperidin-1-yl)propan-1-one